(2S,4R)-4-hydroxy-1-[2-(3-hydroxy-1,2-oxazol-5-yl)-3-methylbutanoyl]-N-[[4-(4-methyl-1,3-thiazol-5-yl)phenyl]methyl]pyrrolidine-2-carboxamide O[C@@H]1C[C@H](N(C1)C(C(C(C)C)C1=CC(=NO1)O)=O)C(=O)NCC1=CC=C(C=C1)C1=C(N=CS1)C